C(CCCCCC(C)C)C1C(CCCC1C(=O)O)(C(=O)O)CCCCCCC(C)C diisononyl-cyclohexane-1,3-dicarboxylic acid